CC(CC(=O)NC(C(=O)O)CCN(CCCCC1=NC=2NCCCC2C=C1)CCCOC1=CC=CC=C1)(C)C 2-(3,3-dimethylbutanoylamino)-4-[3-phenoxypropyl-[4-(5,6,7,8-tetrahydro-1,8-naphthyridin-2-yl)butyl]amino]butanoic acid